trans-(3aR,7aR)-2-(tert-butoxycarbonyl)hexahydropyrano[3,4-c]pyrrole-3a(4H)-carboxylic acid C(C)(C)(C)OC(=O)N1C[C@@]2([C@H](C1)CCOC2)C(=O)O